Phenyl 2,4,6-tri-O-acetyl-3-O-benzyl-1-thio-α-L-idopyranoside C(C)(=O)O[C@H]1[C@H](SC2=CC=CC=C2)O[C@H]([C@H]([C@@H]1OCC1=CC=CC=C1)OC(C)=O)COC(C)=O